N-(2-(4-((1R,4R)-2-oxa-5-azabicyclo[2.2.1]heptane-5-yl)piperidine-1-yl)-5-((6-((R)-3-(3-chloro-2-methylphenyl)isoxazolidine-2-yl)pyrimidine-4-yl)amino)-4-methoxyphenyl)acrylamide [C@H]12OC[C@H](N(C1)C1CCN(CC1)C1=C(C=C(C(=C1)OC)NC1=NC=NC(=C1)N1OCC[C@@H]1C1=C(C(=CC=C1)Cl)C)NC(C=C)=O)C2